NC1=NC=NN2C1=C(C(=C2)C2=CC=C(C=C2)NC(C(=C)C)=O)C2=CC=C(C=C2)C(=O)N2CCCCC2 N-(4-(4-amino-5-(4-(piperidine-1-carbonyl)phenyl)pyrrolo[2,1-f][1,2,4]triazin-6-yl)phenyl)methacrylamide